The molecule is a decaprenyl diphosphate having (Z)-stereochemistry in all but one of the double bonds. It is a conjugate acid of a trans,poly-cis-decaprenyl diphosphate(3-). CC(=CCC/C(=C\\CC/C(=C\\CC/C(=C\\CC/C(=C\\CC/C(=C\\CC/C(=C\\CC/C(=C\\CC/C(=C\\CC/C(=C/COP(=O)(O)OP(=O)(O)O)/C)/C)/C)/C)/C)/C)/C)/C)/C)C